C(N)(=O)C=1C=C(C=CC1)NC(C1=C(C=C(C(=C1)Cl)Cl)OC1=CC(=C(C=C1)OC)F)=O N-(3-carbamoylphenyl)-4,5-dichloro-2-(3-fluoro-4-methoxy-phenoxy)benzamide